BrC=1C=C(CBr)C=CC1 3-Bromobenzyl bromide